N-[5-[2-methyl-4-[[(2R,4S)-1-methyl-4-phenyl-pyrrolidin-2-yl]methoxy]pyrazol-3-yl]pyrazolo[1,5-a]pyridin-2-yl]cyclopropanecarboxamide CN1N=CC(=C1C1=CC=2N(C=C1)N=C(C2)NC(=O)C2CC2)OC[C@@H]2N(C[C@@H](C2)C2=CC=CC=C2)C